COC=1C=C(CNCC2=CC=C(C=C2)N2CCOCC2)C=CC1 N-(3-methoxybenzyl)-1-(4-morpholinophenyl)methanamine